NC=1C=NN(C1)C1CCN(CC1)C(=O)C1CC1 (4-(4-Amino-1H-pyrazol-1-yl)piperidin-1-yl)(cyclopropyl)methanone